2-[3-(4-Chloro-3-fluorophenyl)-1-ethyl-1H-1,2,4-triazol-5-yl]-N-[(4S)-3,4-dihydro-2H-1-benzopyran-4-yl]acetamid ClC1=C(C=C(C=C1)C1=NN(C(=N1)CC(=O)N[C@H]1CCOC2=C1C=CC=C2)CC)F